(1R,3S,5R)-2-(2-(4-amino-8-methyl-6-(trifluoromethyl)-9H-pyrimido[4,5-b]indol-9-yl)acetyl)-N-(6-chloro-3-fluoropyridin-2-yl)-2-azabicyclo[3.1.0]hexane-3-carboxamide NC1=NC=NC=2N(C3=C(C=C(C=C3C21)C(F)(F)F)C)CC(=O)N2[C@@H]1C[C@@H]1C[C@H]2C(=O)NC2=NC(=CC=C2F)Cl